3-chloro-6-[(4-methyl-1-piperazinyl)methyl]pyridazine tert-butyl-3-chloro-4-(2,6-dioxo-1-((2-(trimethylsilyl)ethoxy)methyl)piperidin-3-yl)benzyl-carbamate C(C)(C)(C)N(C(O)=O)CC1=CC(=C(C=C1)C1C(N(C(CC1)=O)COCC[Si](C)(C)C)=O)Cl.ClC=1N=NC(=CC1)CN1CCN(CC1)C